2-[3,5-Dimethoxy-2-[(E)-3-[4-methoxy-3-(3-methylbutyl)phenyl]prop-2-enoyl]phenoxy]acetic acid COC=1C(=C(OCC(=O)O)C=C(C1)OC)C(\C=C\C1=CC(=C(C=C1)OC)CCC(C)C)=O